3-fluoro-4-{[6-(5-fluoro-4-hydroxypyrimidin-2-yl)imidazo[1,2-a]pyrazin-8-yl]methyl}-N-methoxy-N-methylbenzamide FC=1C=C(C(=O)N(C)OC)C=CC1CC=1C=2N(C=C(N1)C1=NC=C(C(=N1)O)F)C=CN2